(9H-fluoren-9-yl)methyl (2-(((tert-butyldiphenylsilyl)oxy)methyl)-5-nitrobenzyl)(prop-2-yn-1-yl)carbamate [Si](C1=CC=CC=C1)(C1=CC=CC=C1)(C(C)(C)C)OCC1=C(CN(C(OCC2C3=CC=CC=C3C=3C=CC=CC23)=O)CC#C)C=C(C=C1)[N+](=O)[O-]